C(=C)C=1C=C2CN(CC2=CC1)C1=NC=CC(=N1)C1=NC=CC(=N1)\C=C\C1=CC=NC=C1 (E)-5-Vinyl-2-(4-(2-(pyridin-4-yl)vinyl)-[2,4'-bipyrimidin]-2'-yl)isoindoline